1-(4-((1R,5S)-3,8-diazabicyclo[3.2.1]octan-3-yl)-8-fluoro-2-(((S)-1-methylpyrrolidin-2-yl)methoxy)quinazolin-7-yl)-7-fluoro-1H-indazol-3-ol [C@H]12CN(C[C@H](CC1)N2)C2=NC(=NC1=C(C(=CC=C21)N2N=C(C1=CC=CC(=C21)F)O)F)OC[C@H]2N(CCC2)C